8-{5-[7-(Pyrrolidin-1-yl)-5H,6H,7H,8H,9H-cyclohepta[b]pyridin-2-yl]-1H-pyrazolo[3,4-b]pyridin-3-yl}-2,3,4,5-tetrahydro-1,4-benzoxazepin-5-one N1(CCCC1)C1CCC=2C(=NC(=CC2)C=2C=C3C(=NC2)NN=C3C3=CC2=C(C(NCCO2)=O)C=C3)CC1